methyl-3,4-dihydro-1H-isoquinolin CC1NCCC2=CC=CC=C12